C(C=C)(=O)OCCOCCOCCOCCOCCOCCOCCOCCOCCOC(C=C)=O Nonaethylene glycol diacrylate